3-[4-cyano-N-(1-cyclopropylethyl)benzamido]-2-fluoro-N-[4-(perfluoropropane-2-yl)-2-(trifluoromethyl)phenyl]benzamide C(#N)C1=CC=C(C(=O)N(C(C)C2CC2)C=2C(=C(C(=O)NC3=C(C=C(C=C3)C(C(F)(F)F)(C(F)(F)F)F)C(F)(F)F)C=CC2)F)C=C1